(S)-4-Ethyl-2-(8-fluoro-4-(4-fluoro-2-methylphenoxy)-5-((1,1,1-trifluoropropan-2-yl)oxy)pyrido[3,4-d]pyridazin-7-yl)-5-(hydroxymethyl)-2,4-dihydro-3H-1,2,4-triazol-3-one C(C)N1C(N(N=C1CO)C1=C(C=2C(=C(N=NC2)OC2=C(C=C(C=C2)F)C)C(=N1)O[C@H](C(F)(F)F)C)F)=O